BrC(C(C1=CC=CC=C1)=O)C(C1=CC=CC=C1)=O bromodibenzoylmethane